2-(4-(pyridin-3-ylmethoxy)phenyl)ethanamine N1=CC(=CC=C1)COC1=CC=C(C=C1)CCN